trans-2-(6-(2-carbamoyl-6-methoxy-1H-pyrrolo[3,2-b]pyridin-1-yl)pyridin-2-yl)cyclopropane-1-carboxylic acid C(N)(=O)C1=CC2=NC=C(C=C2N1C1=CC=CC(=N1)[C@H]1[C@@H](C1)C(=O)O)OC